[Na].[Na].[Na].[Na].[Na].C(CN(CC(=O)O)CC(=O)O)N(CC(=O)O)CC(=O)O ethylenediaminetetraacetic acid pentasodium